CN1N=C(C(=C1)C)[C@@H](C(C)(C)C)NC1=C(C(C1=O)=O)NC1=C(C(=NC=C1)C(=O)N(C)C)O (R)-4-((2-((1-(1,4-dimethyl-1H-pyrazol-3-yl)-2,2-dimethylpropyl)amino)-3,4-dioxocyclobut-1-en-1-yl)amino)-3-hydroxy-N,N-dimethylpyridinecarboxamide